N-(4-{[6-(5-chloro-2-fluoro-phenyl)-3-{7-oxo-6-oxa-2-azaspiro[3.4]octan-2-yl}pyridazin-4-yl]amino}pyridin-2-yl)-3-(4-methylpiperazin-1-yl)-propanamide ClC=1C=CC(=C(C1)C1=CC(=C(N=N1)N1CC2(C1)COC(C2)=O)NC2=CC(=NC=C2)NC(CCN2CCN(CC2)C)=O)F